(3R)-3-methyl-4-(3-(3-methyl-1-(tetrahydro-2H-pyran-2-yl)-1H-pyrazol-5-yl)-7-(1-methyl-1H-1,2,4-triazol-5-yl)isothiazolo[4,5-b]pyridin-5-yl)morpholine C[C@H]1N(CCOC1)C1=CC(=C2C(=N1)C(=NS2)C2=CC(=NN2C2OCCCC2)C)C2=NC=NN2C